[C@H]12CN(C[C@H](CC1)N2)C2=NC(=NC1=C(C(=CC=C21)C2=CNC1=CC=CC(=C21)CC2CC2)F)OCC21CCCN1CCC2 4-((1R,5S)-3,8-diazabicyclo[3.2.1]octan-3-yl)-7-(4-(cyclopropylmethyl)-1H-indol-3-yl)-8-fluoro-2-((tetrahydro-1H-pyrrolizin-7a(5H)-yl)methoxy)quinazoline